CC1(OB(OC1(C)C)C=1C=C2CCCN(C2=CC1)C(=O)OC(C)(C)C)C tert-butyl 6-(4,4,5,5-tetramethyl-1,3,2-dioxaborolan-2-yl)-3,4-dihydroquinoline-1(2H)-carboxylate